(Z)-5-((1H-pyrrolo[2,3-c]pyridin-3-yl)methylene)-3-methylimidazolidine-2,4-dione N1C=C(C=2C1=CN=CC2)\C=C/2\C(N(C(N2)=O)C)=O